BrC1=C(C(=CC=C1)NC=1C(=NC(=CC1)OCC1=CC=CC=C1)OCC1=CC=CC=C1)N(C(OC(C)(C)C)=O)C tert-butyl N-[2-bromo-6-[(2,6-dibenzyloxy-3-pyridyl)amino]phenyl]-N-methyl-carbamate